F.F.F.C(C)N(CC)CC N,N-diethyl-ethylamine trihydrofluoride